FC=1C(=CC=2C3=C(NC(C2C1)=O)COCC3N(C(=O)C3=CC=1C(=CN=C(C1)C(F)(F)F)N3)C)F N-(8,9-difluoro-6-oxo-1,4,5,6-tetrahydro-2H-pyrano[3,4-c]isoquinolin-1-yl)-N-methyl-5-(trifluoromethyl)-1H-pyrrolo[2,3-c]pyridine-2-carboxamide